2-n-tetradecyl-2-(chloromethyl)oxane C(CCCCCCCCCCCCC)C1(OCCCC1)CCl